NC=1N=NC(=CC1C#CC1CC2(CN(C2)C(=O)OC(C)(C)C)C1)Cl tert-Butyl 6-((3-amino-6-chloropyridazin-4-yl)ethynyl)-2-azaspiro[3.3]heptane-2-carboxylate